methyl 4-(N-(4-methoxy-6-((4-(propiolamidomethyl)-1H-pyrazol-1-yl)methyl)benzo[d]isoxazol-3-yl) sulfamoyl)benzoate COC1=CC(=CC2=C1C(=NO2)NS(=O)(=O)C2=CC=C(C(=O)OC)C=C2)CN2N=CC(=C2)CNC(C#C)=O